P(=O)(O)(OP(=O)(O)O)C1CCCCCC1 diPhosphocycloheptane